5-(2-((2-fluoro-2-methylpropyl)amino)-7H-pyrrolo[2,3-d]pyrimidin-5-yl)-1-methylpyridin-2(1H)-one FC(CNC=1N=CC2=C(N1)NC=C2C=2C=CC(N(C2)C)=O)(C)C